C(C)(C)(C)OC(=O)N1C(=C(C=2N=C(SC21)C2CCN(CC2)C(=O)OC(C)(C)C)C(C)C)C=2C(=C(C=1N(C2)N=CN1)C)C 2-(1-(tert-Butoxycarbonyl)piperidin-4-yl)-5-(7,8-dimethyl-[1,2,4]triazolo[1,5-a]pyridin-6-yl)-6-isopropyl-4H-pyrrolo[3,2-d]thiazole-4-carboxylic acid tert-butyl ester